(R)-N-(1-(3-cyanophenyl)-1H-imidazol-4-yl)-3-fluoropiperidine-3-carboxamide TFA salt OC(=O)C(F)(F)F.C(#N)C=1C=C(C=CC1)N1C=NC(=C1)NC(=O)[C@@]1(CNCCC1)F